3-bromo-1,2-dihydroquinolin-2-one BrC=1C(NC2=CC=CC=C2C1)=O